methyl-(1,1'-biphenyl)-3,4'-diol CC1=C(C=CC=C1O)C1=CC=C(C=C1)O